N1(CCC1)C1=NC(=CC(=C1)CN)N1CCC1 1-[2,6-bis(azetidin-1-yl)pyridin-4-yl]methanamine